(2R,5S)-tert-butyl 4-(l-1-chloro-6-oxo-10-(trifluoromethyl)-4,6-dihydro-2H-spiro[[1,4]thiazepino[2,3,4-ij]quinazoline-3,3'-oxetan]-8-yl)-2,5-dimethylpiperazine-1-carboxylate ClS1CC2(COC2)CN2C(N=C(C3=CC(=CC1=C23)C(F)(F)F)N2C[C@H](N(C[C@@H]2C)C(=O)OC(C)(C)C)C)=O